(+-)-binaphthol phosphate P(=O)(O)(O)OC=1C(=C2C=CC=CC2=CC1)C1=CC=CC2=CC=CC=C12